(4-(1-Phenylethoxy)phenyl)-4-(1,2,3,6-tetrahydropyridin-4-yl)-7H-pyrrolo[2,3-d]pyrimidine C1(=CC=CC=C1)C(C)OC1=CC=C(C=C1)C=1N=C(C2=C(N1)NC=C2)C=2CCNCC2